4-cyclopropyl-3-(N-(2-(5-fluorothiophen-2-yl)-5-(methylsulfonyl)-phenyl)sulfamoyl)benzoic Acid C1(CC1)C1=C(C=C(C(=O)O)C=C1)S(NC1=C(C=CC(=C1)S(=O)(=O)C)C=1SC(=CC1)F)(=O)=O